4-[5-(1-amino-2-hydroxyethyl)pyridin-2-yl]-3-(2-methyl-5-phenylpyrazol-3-yl)oxybenzonitrile NC(CO)C=1C=CC(=NC1)C1=C(C=C(C#N)C=C1)OC=1N(N=C(C1)C1=CC=CC=C1)C